2,3-dihydro-1H-pyrrolo[3,4-c]-pyridin-1-one C1(NCC=2C=NC=CC21)=O